pyridine-2,5(4H)-dicarboxylic acid 5-tert-butyl 2-methyl ester COC(=O)C1=NC=C(CC1)C(=O)OC(C)(C)C